2-((3-chloro-4-fluorophenyl)((4-ethylcyclohexyl)oxy)methyl)-5-methyl-4-(methylsulfonyl)-1H-imidazole ClC=1C=C(C=CC1F)C(C=1NC(=C(N1)S(=O)(=O)C)C)OC1CCC(CC1)CC